N(=N\C(=O)N1CCCCC1)/C(=O)N1CCCCC1 (E)-diazene-1,2-diylbis(piperidin-1-ylmethanone)